2-(allylamino)-1-[2-(allylamino)ethylamino]ethaneN C(C=C)NC=CNCCNCC=C